C1(CCCCC1)COC=1C=C(C=CC1NS(=O)(=O)CC)C1=NNC(=C1C(=O)N)NC1=NC=CN=C1 3-(3-(cyclohexyl-methoxy)-4-(ethylsulfonamido)phenyl)-5-(pyrazin-2-ylamino)-1H-pyrazole-4-carboxamide